methyl 4-[5-[(3,3-difluorocyclobutyl)-hydroxy-methyl] pyrazolo[3,4-b]pyridin-1-yl]benzoate FC1(CC(C1)C(C=1C=C2C(=NC1)N(N=C2)C2=CC=C(C(=O)OC)C=C2)O)F